CC1=C(OC2=C1C=CC=C2)C(=O)[O-].CC(C[Sn+](CC(C)(C)C2=CC=CC=C2)CC(C)(C)C2=CC=CC=C2)(C)C2=CC=CC=C2 tri(2-methyl-2-phenylpropyl)tin 3-methylbenzofuranformate